3,5-Bis(1,1-dimethylethyl)-4-hydroxyphenylpropionic acid CC(C)(C)C=1C=C(C=C(C1O)C(C)(C)C)C(C(=O)O)C